C(CCC)(=O)NC1=CC=CC=C1 butyrylaminobenzene